C(CCCCCCCCCCC)NC1=CC(=CC=C1)N N-dodecylbenzene-1,3-diamine